OCC1CCC(CC1)N1C(C2=CC(=C(C=C2C1)N=O)N1CCOCC1)=O 2-(4-(Hydroxymethyl)cyclohexyl)-6-morpholinyl-5-nitrosoisoindolin-1-one